C1=CC=C2C(=C1)C(=CS2)O Thioindoxyl